N-(1-methanesulfonylazetidin-3-yl)thiazole-2-carboxamide CS(=O)(=O)N1CC(C1)NC(=O)C=1SC=CN1